N1(CCNCC1)CCNC([C@H](N)C)=O N-[2-(piperazin-1-yl)ethyl]-D-alaninamide